5-amino-N-{3-fluoro-2-[3-(methoxymethyl)-4-(methylamino)pyrrolidin-1-yl]-5,6,7,8-tetrahydroquinolin-6-yl}-2,4-dimethylthieno[2,3-d]pyrimidine-6-carboxamide NC1=C(SC=2N=C(N=C(C21)C)C)C(=O)NC2CC=1C=C(C(=NC1CC2)N2CC(C(C2)NC)COC)F